N-acetylfelinine C(C)(=O)N[C@@H](CSC(C)(C)CCO)C(=O)O